C(CCCC)C=1C=CC=C2C(NC(C12)=O)=O 7-pentylisoIndoline-1,3-dione